2-Methyl-5-phenyl-4-(4-(trifluoromethyl)phenyl)oxazole CC=1OC(=C(N1)C1=CC=C(C=C1)C(F)(F)F)C1=CC=CC=C1